COC1=CC=C(C=C1)C1=NN(C(C=C1)=O)CC(=O)NCC1CCOCC1 2-(3-(4-methoxyphenyl)-6-oxopyridazin-1(6H)-yl)-N-((tetrahydro-2H-pyran-4-yl)methyl)acetamide